O=C1N(CC2=CC=CN3C2=C1C=N3)CC3=NC1=C(N3)C=CC=C1C(=O)OC methyl 2-((3-oxo-3H-pyrazolo[4,5,1-ij][1,6]naphthyridin-4(5H)-yl) methyl)-1H-benzimidazole-4-carboxylate